Tert-butyl ((2-(2-methoxypropan-2-yl)thiazol-5-yl)sulfinyl)carbamate COC(C)(C)C=1SC(=CN1)S(=O)NC(OC(C)(C)C)=O